ClC=1C=C(C=2N(N1)C=CN2)[C@@H]2[C@H](C2)C2=CC=C1C=NN(C1=C2F)CC(F)F 6-chloro-8-[(1S,2S)-2-[1-(2,2-difluoroethyl)-7-fluoro-indazol-6-yl]cyclopropyl]imidazo[1,2-b]pyridazine